C(C1=CC=CC=C1)OC(=O)N(CCN(C(=O)C1CC=C(CC1)C1=C(N(C=C1)S(NC(=O)OCC1=CC=CC=C1)(=O)=O)C(=O)OCC1=CC=CC=C1)C)C Benzyl 3-[4-[2-[benzyloxycarbonyl(methyl)amino]ethyl-methyl-carbamoyl]cyclohexen-1-yl]-1-(benzyloxycarbonylsulfamoyl)pyrrole-2-carboxylate